2-(2-adamantyl)-N-[2-[(3,5-dimethylisoxazol-4-yl)methyl]-1H-benzimidazol-5-yl]acetamide C12C(C3CC(CC(C1)C3)C2)CC(=O)NC2=CC3=C(NC(=N3)CC=3C(=NOC3C)C)C=C2